N1(CCCCC1)CC1=CC=C(N\C(\C2=CC=CC=C2)=C\2/C(NC3=CC(=CC=C23)C(=O)OC)=O)C=C1 3-Z-[1-(4-(piperidin-1-yl-methyl)-anilino)-1-phenyl-methylene]-6-methoxycarbonyl-2-indolinone